(4-(octyloxy)cyclohexyl)methanol Lithium Silicon Sulfur [S].[Si].[Li].C(CCCCCCC)OC1CCC(CC1)CO